OC1=C(C(=O)NCC=2C=C(C(=O)O)C=CC2)C=C(C(=C1)S(=O)(=O)O)O 3-((2,5-dihydroxy-4-sulfobenzamido)methyl)benzoic acid